7-Methoxy-N-(3-Methoxy-5-(1H-pyrazol-1-yl)phenyl)quinolin-4-amine COC1=CC=C2C(=CC=NC2=C1)NC1=CC(=CC(=C1)N1N=CC=C1)OC